3-(1-Nitroquinolin-2-yl)-2-oxopropionic acid [N+](=O)([O-])N1C(C=CC2=CC=CC=C12)CC(C(=O)O)=O